Z-(2S)-N-[(1S)-1-(2-Amino-2-oxo-ethyl)prop-2-ynyl]-1-[1-(4-bromophenyl)-3-fluoro-cyclobutanecarbonyl]pyrrolidine-2-carboxamide NC(C[C@@H](C#C)NC(=O)[C@H]1N(CCC1)C(=O)C1(CC(C1)F)C1=CC=C(C=C1)Br)=O